BrC1=C(C=C(C=C1)C1CC1)C 1-(4-bromo-3-methylphenyl)cyclopropane